tert-butyl N-[3-[3-[1-(2,6-dioxo-3-piperidyl)-3-methyl-2-oxo-benzimidazol-4-yl]propoxy]propyl]-N-isopropyl-carbamate O=C1NC(CCC1N1C(N(C2=C1C=CC=C2CCCOCCCN(C(OC(C)(C)C)=O)C(C)C)C)=O)=O